methyl 2-bromo-4-formyl-5-nitro-benzoate BrC1=C(C(=O)OC)C=C(C(=C1)C=O)[N+](=O)[O-]